N-((3S,4S)-3-((6-(2,6-dichloro-3,5-dimethoxyphenyl)-8-(3-hydroxy-3-methylpyrrolidin-1-yl)pyrido[3,4-d]pyrimidin-2-yl)amino)tetrahydro-2H-pyran-4-yl)acrylamide ClC1=C(C(=C(C=C1OC)OC)Cl)C1=CC2=C(N=C(N=C2)N[C@@H]2COCC[C@@H]2NC(C=C)=O)C(=N1)N1CC(CC1)(C)O